N-((5-(3-methoxyphenyl)thiophen-2-yl)methylene)-2-methylpropan-2-sulfinamide COC=1C=C(C=CC1)C1=CC=C(S1)C=NS(=O)C(C)(C)C